5-(hydroxymethyl)-2-methylpyridazin-3-one OCC1=CC(N(N=C1)C)=O